4-(p-tolyloxy)benzylamine C1(=CC=C(C=C1)OC1=CC=C(CN)C=C1)C